(S or R)-3-{5-amino-2-[(6-meth-oxy-2-methyl-1,2,3,4-tetrahydro-isoquinolin-7-yl)amino]quinazolin-7-yl}-4-ethyl-1,3-oxazolidin-2-one NC1=C2C=NC(=NC2=CC(=C1)N1C(OC[C@@H]1CC)=O)NC1=C(C=C2CCN(CC2=C1)C)OC |o1:15|